[Zn].[Ga] gallium zinc salt